7-(trifluoromethyl)-5H-[1,3,4]Thiadiazolo[3,2-a]Pyrimidin-5-one FC(C=1N=C2N(C(C1)=O)N=CS2)(F)F